ClC=1N=C2C(=NC1C=1C(=NC=CC1)S(=O)(=O)N)N(C(=N2)C2=NC(=CC=C2)OCC)C2=C(C=CC=C2OC)OC (5-chloro-1-(2,6-dimethoxyphenyl)-2-(6-ethoxypyridin-2-yl)-1H-imidazo[4,5-b]pyrazin-6-yl)pyridine-2-sulfonamide